C(C=C)N1N(C2=NC(=NC=C2C1=O)NC=1C=C2C=NN(C2=CC1)C)C1=CC(=CC=C1)N(C1CCN(CC1)C)C 2-allyl-1-(3-(methyl(1-methylpiperidin-4-yl)amino)phenyl)-6-((1-methyl-1H-indazol-5-yl)amino)-1,2-dihydro-3H-pyrazolo[3,4-d]pyrimidin-3-one